COCCNC(=O)C=1C=NN2C1N=C(C=C2NC)NC=2C(=NSC2)C(=O)OCC ethyl 4-((3-((2-methoxyethyl)carbamoyl)-7-(methylamino)pyrazolo[1,5-a]pyrimidin-5-yl)amino)isothiazole-3-carboxylate